N-(6-cyclopropylpyridin-2-yl)-4-fluoropyrrolidine-2-carboxamide C1(CC1)C1=CC=CC(=N1)NC(=O)C1NCC(C1)F